NC1=NC=CC=C1C1=NC=2C(=NC(=CC2C)Cl)N1C=1C=C2CC[C@@H](C2=CC1)NC(C)=O (S)-N-(5-(2-(2-aminopyridin-3-yl)-5-chloro-7-methyl-3H-imidazo[4,5-b]pyridin-3-yl)-2,3-dihydro-1H-inden-1-yl)acetamide